2-chloro-4-(2,5-difluoro-4-methyl-phenyl)-6,7-dimethyl-pteridine ClC1=NC2=NC(=C(N=C2C(=N1)C1=C(C=C(C(=C1)F)C)F)C)C